2-((tert-butoxycarbonyl) (ethyl) amino)-4-fluorobenzoate C(C)(C)(C)OC(=O)N(C1=C(C(=O)[O-])C=CC(=C1)F)CC